4-(2-methyl-4-(3-(1-methyl-1H-indazol-6-yl)-1,4-dihydrothieno[2',3':4,5]cyclopenta[1,2-c]pyrazol-6-yl)benzyl)morpholine CC1=C(CN2CCOCC2)C=CC(=C1)C1=CC2=C(CC3=C2NN=C3C3=CC=C2C=NN(C2=C3)C)S1